C(N)(=O)C1=CN=C(S1)N1N=C(N=C1C(C)NC(OC(C)(C)C)=O)CC tert-butyl N-[1-[2-(5-carbamoylthiazol-2-yl)-5-ethyl-1,2,4-triazol-3-yl]ethyl]carbamate